CCCCCCCCCCCC(=O)OC[C@@H](COC(=O)CCCCCCC/C=C\\CCCCCCCC)OC(=O)CCCCCCC/C=C\\CCCCCCCC The molecule is a triacyl-sn-glycerol in which the acyl groups at positions 1 and 2 are specified as oleoyl while that at position 3 is specifed as lauroyl. It is a triacyl-sn-glycerol and a dodecanoate ester. It derives from an oleic acid and a dodecanoic acid.